COC1=C(C=C2C(=N1)N=CN2COCC[Si](C)(C)C)C2=CN(C1=NC(=CC=C12)NC(=O)C1CC1)COCC[Si](C)(C)C N-[3-(5-methoxy-1-[[2-(trimethylsilyl)ethoxy]methyl]imidazo[4,5-b]pyridin-6-yl)-1-[[2-(trimethylsilyl)ethoxy]methyl]pyrrolo[2,3-b]pyridin-6-yl]cyclopropanecarboxamide